ClC=1C=C2C=C(NC2=CC1)C(=O)NNC(/C=C/C1=CCN(C=C1)CCCCCCCCCC)=O (E)-4-(3-(2-(5-chloro-1H-indole-2-carbonyl)hydrazino)-3-oxopropan-1-en-1-yl)-1-decylpyridine